N1(N=CN=C1)C(=O)N1CC(CCCC1)N1N=C(C(=C1N)C(=O)N)C1=CC=C(C=C1)CNC(C1=C(C=CC(=C1)F)OC)=O 1-(1-(1H-1,2,4-triazole-1-carbonyl)azepan-3-yl)-5-amino-3-(4-((5-fluoro-2-methoxybenzamido)methyl)phenyl)-1H-pyrazole-4-carboxamide